COCCN(C(=O)C=1C=C2C=C(NC2=C(C1)NC1CCOCC1)C1=CC=CC=C1)C N-(2-methoxyethyl)-N-methyl-2-phenyl-7-((tetrahydro-2H-pyran-4-yl)amino)-1H-indole-5-carboxamide